1-(2-((isoquinolin-5-ylmethyl)amino)-1H-benzo[d]imidazol-1-yl)butan-1-one tert-butyl-(3,5-dimethoxy-4-methylphenyl)carbamate C(C)(C)(C)N(C(O)=O)C1=CC(=C(C(=C1)OC)C)OC.C1=NC=CC2=C(C=CC=C12)CNC1=NC2=C(N1C(CCC)=O)C=CC=C2